NC1=C2N=C(N(C2=NC=N1)CCCNS(=O)(=O)C(C)C)SC1=CC2=C(OCO2)C=C1C#C Propane-2-sulfonic acid {3-[6-amino-8-(6-ethynyl-benzo[1,3]dioxol-5-ylsulfanyl)-purin-9-yl]-propyl}-amide